C1(CC1)C=1CN(N2C1N=C(C=C2)O[C@@H]2CNCCC2)CC2=CC=C(C=C2)C2=NC=CC=C2 (S)-3-cyclopropyl-5-(piperidin-3-yloxy)-N-(4-(pyridin-2-yl)benzyl)pyrazolo[1,5-a]pyrimidin